OCCNC1=C(C)C(=CC=C1)NCCO 2,6-bis(β-hydroxy-ethylamino)toluene